N-(1-(4-(2-(2-Oxopyrrolidin-1-yl)-4-(trifluoromethyl)phenoxy)piperidine-1-carbonyl)-1H-pyrazol-3-yl)methanesulfonamide O=C1N(CCC1)C1=C(OC2CCN(CC2)C(=O)N2N=C(C=C2)NS(=O)(=O)C)C=CC(=C1)C(F)(F)F